5-chloro-4-fluoro-10-methyl-2-(methylthio)-8H,10H-7-oxa-1,3,6,10-tetraazaspiro[cyclohepta[de]naphthalene-9,3'-oxetan] ClC1=C(C=2N=C(N=C3C2C(=N1)OCC1(COC1)N3C)SC)F